C(C)(C)N1C(=NC(=C1)C(F)(F)F)C12COC(CC1)(CC2)CN (4-(1-isopropyl-4-(trifluoromethyl)-1H-imidazol-2-yl)-2-oxabicyclo[2.2.2]octan-1-yl)methanamine